6-(3,4-epoxycyclohexyl)hexyltrimethoxysilane C1(CC2C(CC1)O2)CCCCCC[Si](OC)(OC)OC